dimethylpropoxy(4-isopropenylphenyl)silane C[Si](C1=CC=C(C=C1)C(=C)C)(OCCC)C